3-[(3-Methoxyphenyl)methyl]-6-(1H-pyrazol-4-yl)-2-(trifluoromethyl)quinazolin-4-one COC=1C=C(C=CC1)CN1C(=NC2=CC=C(C=C2C1=O)C=1C=NNC1)C(F)(F)F